2-fluoro-3-methoxy-6-(4-methoxypiperidin-1-yl)pyridine FC1=NC(=CC=C1OC)N1CCC(CC1)OC